2-(2-(3-(2,6-dichlorophenyl)-1-methyl-allylideneaminooxymethyl)-phenyl)-2-methoxyimino-N-methyl-acetamide ClC1=C(C(=CC=C1)Cl)C=CC(C)=NOCC1=C(C=CC=C1)C(C(=O)NC)=NOC